C(C)(C)(C)OC(=O)N1C[C@@H]2COC3=C(CN2CC1)C=C(C(=C3Cl)C3=C(C=CC=C3O)Cl)COC (12AR)-10-chloro-9-(2-chloro-6-hydroxyphenyl)-8-(methoxymethyl)-3,4,12,12a-tetrahydro-6H-pyrazino[2,1-c][1,4]benzoxazepine-2(1H)-carboxylic acid tert-butyl ester